4-bromo-1-(tetrahydro-2H-pyran-2-yl)-1H-pyrazolo[3,4-b]pyridine BrC1=C2C(=NC=C1)N(N=C2)C2OCCCC2